C(C)(C)(C)C1=C(C=2C(=NC(=CN2)C(=O)OC)N1C)COC Methyl 6-tert-butyl-7-(methoxymethyl)-5-methyl-pyrrolo[2,3-b]pyrazine-3-carboxylate